4-(4-((1H-indol-6-yl)sulfonyl)piperazin-1-yl)phenol N1C=CC2=CC=C(C=C12)S(=O)(=O)N1CCN(CC1)C1=CC=C(C=C1)O